3-bromo-5-chloro-2-cyclopropoxypyridine BrC=1C(=NC=C(C1)Cl)OC1CC1